FC1(CC(C1)NC=1N=CC2=C(N1)NC=C2C=2C=C1C=CC=NC1=CC2)F N-(3,3-difluorocyclobutyl)-5-(quinolin-6-yl)-7H-pyrrolo[2,3-d]pyrimidin-2-amine